N1=C(C=NC=C1)CC1=CC=C(C=C1)NC(OCC1=CC=C(C=C1)Cl)=O 4-chlorobenzyl (4-(pyrazin-2-ylmethyl)phenyl)carbamate